N-((R)-1-(2-methyl-3-(trifluoromethyl)phenyl)ethyl)-6-oxo-1-(tetrahydro-2H-pyran-4-yl)-4-((5,6,7,8-tetrahydroimidazo[1,5-a]pyridin-8-yl)amino)-1,6-dihydropyridine-3-carboxamide CC1=C(C=CC=C1C(F)(F)F)[C@@H](C)NC(=O)C1=CN(C(C=C1NC1C=2N(CCC1)C=NC2)=O)C2CCOCC2